C1(CC1)C1=CC=CC(=N1)C=O 6-cyclopropylpicolinaldehyde